(17-(ethylamino)-17-oxoheptadecanoyl)glycine C(C)NC(CCCCCCCCCCCCCCCC(=O)NCC(=O)O)=O